FC1=CC=C(C=C1)C1=C(C=[N+](C2=CC(=CC=C12)OC)[O-])C(C)C 4-(4-fluorophenyl)-3-isopropyl-7-methoxy-1-oxido-quinolin-1-ium